C1(CC1)C1=NNC(=C1)C1CC2(CN(C2)C(=O)N2CC3(C2)CN(C3)CC3=NC(=NS3)C3CC3)C1 [6-(3-cyclopropyl-1H-pyrazol-5-yl)-2-azaspiro[3.3]heptan-2-yl]-[6-[(3-cyclopropyl-1,2,4-thiadiazol-5-yl)methyl]-2,6-diazaspiro[3.3]heptan-2-yl]methanone